ON(C(C1=CN=CC(=C1)C=1C=C2C(=NC=NC2=CC1)N[C@H](C)C1=CC=CC=C1)=O)C (R)-N-hydroxy-N-methyl-5-(4-((1-phenylethyl)amino)quinazolin-6-yl)nicotinamide